C(C)(C)(C)OC(=O)N1CCC(CC1)\C=C/C1=C(C2=C(N(C(=C2C(C)C)C=2C=C(C=3N(C2)N=CN3)C)C(=O)OC(C)(C)C)S1)C tert-butyl 2-[(Z)-2-(1-tert-butoxycarbonyl-4-piperidyl)vinyl]-4-isopropyl-3-methyl-5-(8-methyl-[1,2,4]triazolo[1,5-a]pyridin-6-yl)thieno[2,3-b]pyrrole-6-carboxylate